6-benzyl-2-(4-(2,4-difluorophenoxy)piperidin-1-yl)-3-(1-ethyl-1H-pyrazol-4-yl)-5,6,7,8-tetrahydropyrido[3,4-b]pyrazine C(C1=CC=CC=C1)N1CC2=NC(=C(N=C2CC1)N1CCC(CC1)OC1=C(C=C(C=C1)F)F)C=1C=NN(C1)CC